C(\C=C\C(=O)OC(C)C)(=O)OC1CCC(CC1)CCC (4-propylcyclohexyl) isopropyl fumarate